C(CCC)[Si](C1=CC=C(C=C1)P(N(P(C1=C(C=CC=C1)[Si](C)(C)C)C1=CC=C(C=C1)[Si](CCCC)(CCCC)CCCC)C1CCCCC1)C1=CC=C(C=C1)[Si](CCCC)(CCCC)CCCC)(CCCC)CCCC N-(bis(4-(tributylsilyl)phenyl)phosphaneyl)-N-cyclohexyl-1-(4-(tributylsilyl)phenyl)-1-(2-(trimethylsilyl)phenyl)phosphanamine